1-((2S,4R)-4-((5-fluoro-2-((1-methyl-1H-pyrazol-4-yl)amino)-7H-pyrrolo[2,3-d]pyrimidin-4-yl)amino)-2-methylpyrrolidin-1-yl)prop-2-en-1-one FC1=CNC=2N=C(N=C(C21)N[C@@H]2C[C@@H](N(C2)C(C=C)=O)C)NC=2C=NN(C2)C